((1-(2-methoxyphenyl)-5-oxo-[1,2,4]triazolo[4,3-a]quinazolin-4(5H)-yl)methyl)phenylpropionamide COC1=C(C=CC=C1)C1=NN=C2N1C1=CC=CC=C1C(N2CC(C(=O)N)(C)C2=CC=CC=C2)=O